O=C1NCCCCC1NC1=C(NCC(=O)OC(C)(C)C)C=CC=C1 tert-Butyl 2-[2-[(2-oxoazepan-3-yl)amino]anilino]acetate